FC(C(C(C(S(=O)(=O)[O-])(F)F)(F)F)(F)F)(F)F.C(C)(C)(C)C1=CC=C(C=C1)[I+]C1=CC=C(C=C1)C(C1=C(C=C(C=C1)OC)OC)=O (4-tert-butylphenyl)[4-(2,4-dimethoxybenzoyl)phenyl]iodonium nonafluorobutanesulfonate